2-isopropyl-isothiazolo[5,4-b]pyridin-3(2H)-one C(C)(C)N1SC2=NC=CC=C2C1=O